(5-methyl-2-((1-methyl-1H-pyrazol-3-yl)amino)pyrimidin-4-yl)benzoic acid CC=1C(=NC(=NC1)NC1=NN(C=C1)C)C1=C(C(=O)O)C=CC=C1